4-(2-fluoro-4-(methylcarbamoyl)phenyl)-3,6-dihydropyridine-1(2H)-carboxylic acid tert-butyl ester C(C)(C)(C)OC(=O)N1CCC(=CC1)C1=C(C=C(C=C1)C(NC)=O)F